2-(4-chloro-[2,4'-bipyrimidin]-2'-yl)-5-fluoroisoindoline ClC1=NC(=NC=C1)C1=NC(=NC=C1)N1CC2=CC=C(C=C2C1)F